hydroxy-2,3-dihydro-4H-chromen-4-one OC1OC2=CC=CC=C2C(C1)=O